BrC1=C(C=C2C(=NC(=NC2=C1F)Cl)O)Cl 7-Bromo-2,6-dichloro-8-fluoroquinazoline-4-ol